C(C)(=O)O[C@H]1C[C@H]2C[C@H]([C@H]3[C@@H]4CC[C@H]([C@@H](CCC(=O)OC)C)[C@]4(CC[C@@H]3[C@]2(CC1)C)C)O 24-Methyl 3α-acetoxy-7α-hydroxy-5β-cholanoate